N-[1-(5-amino-1,3,4-oxadiazol-2-yl)piperidin-4-yl]-2-(4-chloro-3-fluorophenoxy)acetamide NC1=NN=C(O1)N1CCC(CC1)NC(COC1=CC(=C(C=C1)Cl)F)=O